C[C@@H]1O[C@H](CN(C1)C1=C(C=C(C=N1)N)C)C trans-6-(2,6-dimethylmorpholino)-5-methylpyridin-3-amine